N1=C(C=CC=C1)C1(CCOC2(CCCC2)C1)C1=NC=2C(CCCC2C=C1)CCN 2-(9-(pyridin-2-yl)-6-oxaspiro[4.5]decan-9-yl)-5,6,7,8-tetrahydroquinolin-8-ethylamine